(R)-3-(((2-(1-(cyclopropylmethyl)-1H-pyrrolo[2,3-b]pyridine-2-carboxamido)-6-methoxy-4-(methoxycarbonyl)phenyl)amino)methyl)pyrrolidine-1-carboxylic acid tert-butyl ester C(C)(C)(C)OC(=O)N1C[C@H](CC1)CNC1=C(C=C(C=C1OC)C(=O)OC)NC(=O)C1=CC=2C(=NC=CC2)N1CC1CC1